C(C)(C)(C)OC(=O)NCC(=O)N1[C@@H](C[C@H](C1)OC(F)F)C(=O)OC Methyl (2S,4R)-1-((tert-butoxycarbonyl)glycyl)-4-(difluoromethoxy)pyrrolidine-2-carboxylate